tert-butyl 4-[5-(bromomethyl)-4-iodo-1-methyl-pyrazol-3-yl]oxypiperidine-1-carboxylate BrCC1=C(C(=NN1C)OC1CCN(CC1)C(=O)OC(C)(C)C)I